C(C)(=O)\C(=C(\C)/O)\C=1C=NN2C1C=C(C=C2)C=2SC(=C(N2)C(F)F)C(=O)OCC ethyl 2-[3-[(Z)-1-acetyl-2-hydroxy-prop-1-enyl]pyrazolo[1,5-a]pyridin-5-yl]-4-(difluoromethyl)thiazole-5-carboxylate